(R)-3-((5-chloro-1H-indol-2-yl)methyl)-1-methyl-1-(1-(2-methyloxazole-5-carbonyl)piperidin-3-yl)urea ClC=1C=C2C=C(NC2=CC1)CNC(N([C@H]1CN(CCC1)C(=O)C1=CN=C(O1)C)C)=O